4-chlorophenyl 10-methyl-9,10-dihydroacridine-9-thiocarboxylate CN1C=2C=CC=CC2C(C2=CC=CC=C12)C(OC1=CC=C(C=C1)Cl)=S